2-(6-Chloro-4-((((1-fluorocyclopropyl)methyl)amino)methyl)-pyridin-2-yl)-6-(3-((4-methyl-4H-1,2,4-triazol-3-yl)methyl)oxetan-3-yl)isoindolin-1-one ClC1=CC(=CC(=N1)N1C(C2=CC(=CC=C2C1)C1(COC1)CC1=NN=CN1C)=O)CNCC1(CC1)F